C1(CCCCC1)CN1C(=NC2=C1C=CC=C2)CN2CCN(CC2)C2=CC=C(C=C2)[N+](=O)[O-] 1-(cyclohexylmethyl)-2-((4-(4-nitrophenyl)piperazin-1-yl)methyl)-1H-benzo[d]imidazole